C(#N)CCNC1=CC=C(C(=N1)OC)C1CCN(CC1)C(=O)OC(C)(C)C tert-butyl 4-[6-(2-cyanoethylamino)-2-methoxy-3-pyridyl]piperidine-1-carboxylate